2-((diphenylmethylene)amino)-3-(3,4,5-trifluorophenyl)propionitrile C1(=CC=CC=C1)C(C1=CC=CC=C1)=NC(C#N)CC1=CC(=C(C(=C1)F)F)F